ClC=1C(=NC(=NC1)NC=1C=NC=2CCN(CC2C1)C)C(=O)O 5-chloro-2-((6-methyl-5,6,7,8-tetrahydro-1,6-naphthyridin-3-yl)amino)pyrimidine-4-carboxylic acid